S1NCC=CC2=C1C=CO2 Dihydrofuranothiazepine